Trisilan [SiH3][SiH2][SiH3]